N6-hydroxy-7-deazaadenosine ONC=1C=2C=CN([C@H]3[C@H](O)[C@H](O)[C@@H](CO)O3)C2N=CN1